ClC1=C(N(N=C1)C)C1(CC1)C(=O)NC(C(=O)O)CCN(CCCCC1=NC=2NCCCC2C=C1)CCOC(C)C 2-[[1-(4-chloro-2-methyl-pyrazol-3-yl)cyclopropanecarbonyl]amino]-4-[2-isopropoxyethyl-[4-(5,6,7,8-tetrahydro-1,8-naphthyridin-2-yl)butyl]amino]butanoic acid